C(OC1=CC2=C(N(C(=N2)S(=O)CC2=NC=C(C(=C2C)OC)C)CC)C=C1)([O-])=O (Ethyl 2-(((4-methoxy-3,5-dimethylpyridin-2-yl) methyl) sulfinyl)-1H-benzo[d]imidazol-5-yl) carbonate